(2S)-2-((E)-3-(4-Chloro-3-fluorophenyl)acrylamido)-N-(4-(cyclopropylamino)-3,4-dioxo-1-((S)-2-oxopyrrolidin-3-yl)butan-2-yl)-4,4-dimethylpentanamid ClC1=C(C=C(C=C1)/C=C/C(=O)N[C@H](C(=O)NC(C[C@H]1C(NCC1)=O)C(C(=O)NC1CC1)=O)CC(C)(C)C)F